(17β)-3-Oxoandrost-4-en-17-yl tetradecanoate C(CCCCCCCCCCCCC)(=O)O[C@@H]1[C@]2(C)[C@@H](CC1)[C@@H]1CCC3=CC(CC[C@]3(C)[C@H]1CC2)=O